(Piperazine-6-yl)ethyl piperazine-1-carboxylate N1(CCNCC1)C(=O)OCCC1CNCCN1